3-methyl-5-(1-((4-methyl-7-morpholinophthalazin-1-yl)amino)ethyl)benzonitrile CC=1C=C(C#N)C=C(C1)C(C)NC1=NN=C(C2=CC=C(C=C12)N1CCOCC1)C